C1(CC1)S(=O)(=O)NC1=CC(=C(N=N1)C(=O)NC([2H])([2H])[2H])NC1=C(C(=CC=C1)C1=NN(C=N1)C)OC 6-(cyclopropanesulfonylamino)-4-((2-methoxy-3-(1-methyl-1H-1,2,4-triazol-3-yl)phenyl)amino)-N-(methyl-d3)pyridazine-3-carboxamide